C(C)OC(C1=CC=C(C=C1)NC(=O)NCC=1N=NNC1)=O.CCCO[SiH2]OCCC bis(3-propoxy)silane Ethyl-4-(3-((1H-1,2,3-triazol-4-yl)methyl)ureido)benzoate